tert-butyl (3-(3-fluoro-5-nitrophenoxy)propyl)carbamate FC=1C=C(OCCCNC(OC(C)(C)C)=O)C=C(C1)[N+](=O)[O-]